N1=C(C=CC=C1)OCCN(CC[C@@H](C(=O)O)NC1=NC2=CC=CC=C2N=C1)CCCCC1=NC=2NCCCC2C=C1 (S)-4-((2-(pyridin-2-yloxy)ethyl)(4-(5,6,7,8-tetrahydro-1,8-naphthyridin-2-yl)butyl)amino)-2-(quinoxalin-2-ylamino)butanoic acid